1-[3-chloro-5-(2,7-dimethyl-4,5,6,7-tetrahydropyrazolo[3,4-c]pyridin-3-yl)phenyl]-2-methyl-propan-2-ol ClC=1C=C(C=C(C1)C=1N(N=C2C(NCCC21)C)C)CC(C)(O)C